(2-amino-6-chloro-5-iodopyrimidin-4-yl)-2-(3-fluoropyridin-2-yl)acetohydrazide NC1=NC(=C(C(=N1)C(C(=O)NN)C1=NC=CC=C1F)I)Cl